C1(=CC=CC=C1)C#CC(=O)C=1C=C2C(C(=O)OC2=O)=CC1 4-phenylethynyl-carbonyl-phthalic anhydride